C(C)C1=C(C=C(C(=C1)O)F)C1=CC=C2C(=NNC2=C1)C=1NC=C(N1)CNC(=O)C1CCC1 N-((2-(6-(2-ethyl-5-fluoro-4-hydroxyphenyl)-1H-indazol-3-yl)-1H-imidazol-4-yl)methyl)cyclobutanecarboxamide